N-(4-fluorophenyl)oxaCyclobutane-3-carboxamide FC1=CC=C(C=C1)NC(=O)C1COC1